1-Cyclopentyl-pseudouridine C1(CCCC1)N1C=C([C@H]2[C@H](O)[C@H](O)[C@@H](CO)O2)C(NC1=O)=O